C(C)(C)(C)OC(=O)C1(CCOCC1)C1=C(C2=C(NC(=N2)[C@H](C2CCC(CC2)(F)F)NC(=O)OCC2=CC=CC=C2)C=C1)F 4-{2-[(S)-Benzyloxycarbonylamino(4,4-difluorocyclohexyl)methyl]-4-fluoro-1H-benzimidazol-5-yl}tetrahydropyran-4-carboxylic acid tert-butyl ester